(S)-N-(8-(6-chloropyridin-3-yl)-1-methyl-2-oxo-2,3,4,5-tetrahydro-1H-benzo[b]azepin-3-yl)-4-phenoxypicolinamide ClC1=CC=C(C=N1)C=1C=CC2=C(N(C([C@H](CC2)NC(C2=NC=CC(=C2)OC2=CC=CC=C2)=O)=O)C)C1